2-Chloro-5-({[(1-hydroxycyclopropyl)carbonyl]amino}methyl)-N-{1-[2-methyl-4-(trifluoromethoxy)phenyl]-1H-indazol-4-yl}benzamide ClC1=C(C(=O)NC2=C3C=NN(C3=CC=C2)C2=C(C=C(C=C2)OC(F)(F)F)C)C=C(C=C1)CNC(=O)C1(CC1)O